ferric phosphate, sodium salt [Na].P(=O)([O-])([O-])[O-].[Fe+3]